(Z)-diisopropyl (2-bromo-5-chloropent-1-en-1-yl)boronate Br\C(=C/B(OC(C)C)OC(C)C)\CCCCl